ClC1=CC=C(CN2C(=NC=3N(C(N(C(C23)=O)CCCO)=O)C(C)C)C2C(C2)C2CCCC2)C=C1 7-(4-chlorobenzyl)-8-(2-cyclopentylcyclopropyl)-1-(3-hydroxypropyl)-3-isopropyl-3,7-dihydro-1H-purine-2,6-dione